4-[[4-[[2-(dimethylamino)acetyl]amino]-5-[4-(2-hexyldecanoyloxy)butylamino]-5-oxo-pentanoyl]amino]butyl 2-hexyldecanoate C(CCCCC)C(C(=O)OCCCCNC(CCC(C(=O)NCCCCOC(C(CCCCCCCC)CCCCCC)=O)NC(CN(C)C)=O)=O)CCCCCCCC